5-chloro-N-((1r,4r)-4-((3-(2,6-dimethylpyridin-3-yl)-2-oxo-2,3-dihydro-1H-benzo[d]imidazol-1-yl)methyl)cyclohexyl)-2-(trifluoro-methyl)nicotinamide ClC=1C=NC(=C(C(=O)NC2CCC(CC2)CN2C(N(C3=C2C=CC=C3)C=3C(=NC(=CC3)C)C)=O)C1)C(F)(F)F